OCC1=CC=C(\C=C/2\CN(/C(/S2)=N/CC2=CC=CC=C2)CCCC2=CC=CC=C2)C=C1 (2Z,5Z)-5-(4-(hydroxymethyl)benzylidene)-2-(benzylimino)-3-(3-phenylpropyl)thiazolidin